Hafnium(IV) isopropoxide CC([O-])C.[Hf+4].CC([O-])C.CC([O-])C.CC([O-])C